tert-butyl 4-[2-[6-(2-bromo-4-methoxycarbonyl-phenoxy)-2-azaspiro[3.3]heptan-2-yl]ethyl]piperidine-1-carboxylate BrC1=C(OC2CC3(CN(C3)CCC3CCN(CC3)C(=O)OC(C)(C)C)C2)C=CC(=C1)C(=O)OC